methyl 4-(benzyloxy)-5-(1,3-dioxolan-2-yl)-2-methylbenzoate C(C1=CC=CC=C1)OC1=CC(=C(C(=O)OC)C=C1C1OCCO1)C